NC1=C2C(=NC=N1)N(N=C2C2=CC=C(C=C2)NC(=O)C2=NN(C=C(C2=O)C2=CC=C(C=C2)F)CC2COCC2)C2COC2 N-(4-(4-Amino-1-(oxetan-3-yl)-1H-pyrazolo[3,4-d]pyrimidin-3-yl)phenyl)-5-(4-fluorophenyl)-4-oxo-1-((tetrahydrofuran-3-yl)methyl)-1,4-dihydropyridazine-3-carboxamide